CC1=NC=C(C(=O)OCC)C=C1NC(=O)C=1C=NN2C1SC(=C2)C=2N=CN(C2)C ethyl 6-methyl-5-(2-(1-methyl-1H-imidazol-4-yl)pyrazolo[5,1-b]thiazole-7-carboxamido)nicotinate